BrC=1N=C(C=2N(C1)C(=CN2)C(=O)O)NC 6-bromo-8-(methylamino)imidazo[1,2-a]pyrazine-3-carboxylic acid